FC(C=1C=CC=C2C(C(NC12)=O)=O)(F)F 7-(trifluoromethyl)indoline-2,3-dione